ClC=1C=C(OCC[C@H](C(=O)O)C)C=CC1C=1N(C2=NC=NC(=C2N1)OC1(CC1)C)CC1=C(C(=CC=C1)Cl)C#N |r| (racemic)-4-(3-chloro-4-(9-(3-chloro-2-cyanobenzyl)-6-(1-methylcyclopropoxy)-9H-purin-8-yl)phenoxy)-2-methylbutanoic acid